3-(dimethylamino)prop-2-en-1-one CN(C=CC=O)C